[N+](=O)([O-])C1=CC=C(C(=O)O[C@@H]2[C@@H](CC[C@H](C2)C)C(=C)C)C=C1 (1S,2S,5R)-5-Methyl-2-(prop-1-en-2-yl)cyclohexyl 4-nitrobenzoate